C[C@@H]1O[C@@H](CN(C1)C=1N(C(C=C(N1)C=1C=C2C=C(N=CC2=CC1)CC(=O)O)=O)C)C 2-(6-(2-((cis)-2,6-dimethylmorpholino)-1-methyl-6-oxo-1,6-dihydropyrimidin-4-yl)isoquinolin-3-yl)acetic acid